N=1C=NN2C1C=CC(=C2)C=2C=C(N1N=C(N=C(C12)OC)NC1CC(C1)(O)CC)[2H] (1r,3s)-3-((5-([1,2,4]triazolo[1,5-a]pyridin-6-yl)-4-methoxypyrrolo[2,1-f][1,2,4]triazin-2-yl-7-d)amino)-1-ethylcyclobutan-1-ol